1-(2-(5-Chloro-3-(trifluoromethyl)-1H-pyrazol-4-yl)-7-fluoro-4-isopropylquinolin-6-yl)-4-ethyl-3-(hydroxymethyl)-1H-1,2,4-triazol-5(4H)-one ClC1=C(C(=NN1)C(F)(F)F)C1=NC2=CC(=C(C=C2C(=C1)C(C)C)N1N=C(N(C1=O)CC)CO)F